NCCOCCN di-(beta-aminoethyl) ether